6-bromo-2-((5-(5-(difluoromethyl)-1,3,4-oxadiazole-2-yl)pyrimidine-2-yl)methyl)-4,4-dimethylisoquinoline-1,3(2H,4H)-dione BrC=1C=C2C(C(N(C(C2=CC1)=O)CC1=NC=C(C=N1)C=1OC(=NN1)C(F)F)=O)(C)C